6-[4-[(5R)-2-oxo-5-phenyl-1,3-oxazolidin-3-yl]piperidine-1-carbonyl]-4H-1,4-benzoxazin-3-one O=C1O[C@@H](CN1C1CCN(CC1)C(=O)C=1C=CC2=C(NC(CO2)=O)C1)C1=CC=CC=C1